N-(2,6-dimethylphenyl)-N-methylamino-2-oxoacetic acid CC1=C(C(=CC=C1)C)N(C)C(C(=O)O)=O